2-[(2-amino-2-oxoethyl)amino]ethanesulphonic acid NC(CNCCS(=O)(=O)O)=O